2-(3,5-dichlorophenyl)-N-(1,1-difluoropropan-2-yl)benzo[d]oxazole-6-carboxamide ClC=1C=C(C=C(C1)Cl)C=1OC2=C(N1)C=CC(=C2)C(=O)NC(C(F)F)C